FC=1C=C(C=CC1)N1C(N(C2=CC=CC=C2C1=O)CC1=CC=C(C(=O)NO)C=C1)=O 4-((3-(3-fluorophenyl)-2,4-dioxo-3,4-dihydroquinazolin-1(2H)-yl)methyl)-N-hydroxybenzamide